FC=1C(=NC=CC1)C(=O)N1CC2(CC2)C[C@H]1C(=O)N[C@@H](C[C@H]1C(NCC1)=O)C(COC(F)(F)F)=O (S)-5-(3-fluoropyridoyl)-N-((S)-3-oxo-1-((S)-2-oxopyrrolidin-3-yl)-4-(trifluoromethoxy)butan-2-yl)-5-azaspiro[2.4]heptane-6-carboxamide